2-N-[2-[4-(hydroxymethyl)cyclohexyl]-5-methoxy-1,3-benzothiazol-6-yl]-6-methyl-pyridine-2-carboxamide OCC1CCC(CC1)C=1SC2=C(N1)C=C(C(=C2)NC(=O)C2=NC(=CC=C2)C)OC